N1C(=NCC1)C([C@]1(CN(CC1)C(C)(C)C=1C=CC(=NC1)C)CCC=1SC=CC1)OCC |o1:6| 5-(2-((3R or S)-3-((4,5-dihydro-1H-imidazol-2-yl)(ethoxy)methyl)-3-(2-(thiophen-2-yl)ethyl)pyrrolidin-1-yl)propan-2-yl)-2-methylpyridine